4-nitrophenyl 5-{[bis({2-[(2,2-dimethylpropanoyl)sulfanyl]ethoxy})phosphoryl]difluoromethyl}-1-benzothiophene-2-carboxylate CC(C(=O)SCCOP(=O)(OCCSC(C(C)(C)C)=O)C(C=1C=CC2=C(C=C(S2)C(=O)OC2=CC=C(C=C2)[N+](=O)[O-])C1)(F)F)(C)C